(S)-2-Methyl-5-((1-(methyl-d3)azetidin-2-yl)methoxy)-N-(1-(7-vinylquinolin-5-yl)cyclopropyl)benzamide CC1=C(C(=O)NC2(CC2)C2=C3C=CC=NC3=CC(=C2)C=C)C=C(C=C1)OC[C@H]1N(CC1)C([2H])([2H])[2H]